5-chloro-3-iodo-N-((8-methylimidazo[1,2-a]pyridin-2-yl)methyl)pyrazolo[1,5-a]pyrimidin-7-amine ClC1=NC=2N(C(=C1)NCC=1N=C3N(C=CC=C3C)C1)N=CC2I